2-(6'-(tert-Butyl)spiro[cyclobutane-1,1'-inden]-2'-yl)-1-(pyridin-2-yl)-1H-indole C(C)(C)(C)C1=CC=C2C=C(C3(C2=C1)CCC3)C=3N(C1=CC=CC=C1C3)C3=NC=CC=C3